ClC1=C(C=CC(=C1)NC1C(NC(CC1)=O)=O)N1CCN(CC1)CC1CCN(CC1)NC(OC(C)(C)C)=O tert-butyl (4-((4-(2-chloro-4-((2,6-dioxopiperidin-3-yl)amino)phenyl)piperazin-1-yl)methyl)piperidin-1-yl)carbamate